4-(4-amino-2-fluorophenyl)-1-methylpiperidin-4-ol NC1=CC(=C(C=C1)C1(CCN(CC1)C)O)F